3-piperidineboronic acid N1CC(CCC1)B(O)O